S1C(=CC=C1)C(CCCC(=O)C=1SC=CC1)=O 1,5-bis-(2-thienyl)pentane-1,5-dione